ClC1=C(C=CC=C1)[C@H]1N(CCC1)C=1C=2N(C(=CC1)C(=O)N[C@H](C)\C=C\S(=O)(=O)C)C=CN2 8-((S)-2-(2-Chlorophenyl)pyrrolidin-1-yl)-N-((R,E)-4-(methylsulfonyl)but-3-en-2-yl)imidazo[1,2-a]pyridine-5-carboxamide